C(N)(=O)C1=C(C=CC=C1)B(O)O carbamyl-phenylboronic acid